FC1=C(C=CC(=C1)OC=1SC=C(N1)C=1C=NC(=CC1)OC)NC1=NC=NC2=CC(=C(C=C12)NC1CCN(CC1)C(C=C)=O)OC 1-(4-((4-((2-fluoro-4-((4-(6-methoxypyridin-3-yl)thiazol-2-yl)oxy)phenyl)amino)-7-methoxyquinazolin-6-yl)amino)piperidin-1-yl)prop-2-en-1-one